1-(4-((7S,10S,13S)-7-(2,5-dioxo-2,5-dihydro-1H-pyrrol-1-yl)-10-isopropyl-2,2,13-trimethyl-4,8,11-trioxo-3-oxa-5,9,12-triazacyclotetradecamido)-benzyl)-1-methylpiperidin-1-ium O=C1N(C(C=C1)=O)[C@H]1CNC(OC(C(C[C@@H](NC([C@@H](NC1=O)C(C)C)=O)C)C(=O)NC1=CC=C(C[N+]2(CCCCC2)C)C=C1)(C)C)=O